3-[(tert-butoxycarbonyl)amino]-2-[4-(tert-butoxycarbonyl)phenyl]propanoic acid C(C)(C)(C)OC(=O)NCC(C(=O)O)C1=CC=C(C=C1)C(=O)OC(C)(C)C